OC1=C(C=CC(=C1)OC)C(CC1=CC=CC=C1)=O 1-(2-hydroxy-4-methoxyphenyl)-2-phenyl-1-ethanone